SCC1SCC(SC1)CS 2,5-dimercaptomethyl-1,4-dithian